Cl.C(C1=CC=CC=C1)OON O-benzyloxyhydroxylamine hydrochloride